ClC[Si](C)(C)OCC chloromethyl(ethoxydimethylsilane)